COC(N(C[C@]1(NCCC1)C)C1(CC1)C1=CC(=C(C=C1)F)C(F)(F)F)=O (S)-(1-(4-fluoro-3-(trifluoromethyl)phenyl)cyclopropyl)((2-methylpyrrolidin-2-yl)methyl)carbamic acid methyl ester